2,4-difluoro-3-[1-(5-methyl-1-[[2-(trimethylsilyl)ethoxy]methyl]imidazol-2-yl)imidazo[1,5-a]pyridin-6-yl]aniline FC1=C(N)C=CC(=C1C=1C=CC=2N(C1)C=NC2C=2N(C(=CN2)C)COCC[Si](C)(C)C)F